(trimethylsilyl)silylhydrazine C[Si](C)(C)[SiH2]NN